C(CCC)C1(CS(C2=C(N(C1)C1=CC=CC=C1)C=C(C(=C2)CSC(C(=O)O)(C)C)OC)(=O)=O)C 2-(((3-butyl-7-methoxy-3-methyl-1,1-dioxido-5-phenyl-2,3,4,5-tetrahydro-1,5-benzothiazepin-8-yl)methyl)thio)-2-methylpropanoic acid